C(#N)C1N(CSC1)C(CNC(=O)C1=CC=NC2=CC=C(C=C12)N1CC(C1)C(C)C)=O N-(2-(4-Cyanothiazolidin-3-yl)-2-oxoethyl)-6-(3-isopropylazetidin-1-yl)quinoline-4-carboxamide